5-(azetidin-3-ylamino)-N-[1-[4-[2-[1-[5-[4-[1-[(3S)-2,6-dioxo-3-piperidyl]indolin-5-yl]-1-piperidyl]-5-oxo-pentyl]-4-piperidyl]ethynyl]-1-naphthyl]ethyl]-2-methyl-benzamide N1CC(C1)NC=1C=CC(=C(C(=O)NC(C)C2=CC=C(C3=CC=CC=C23)C#CC2CCN(CC2)CCCCC(=O)N2CCC(CC2)C=2C=C3CCN(C3=CC2)[C@@H]2C(NC(CC2)=O)=O)C1)C